2-bromo-1-[(2S)-2-(2-chloro-3-methoxy-phenyl)pyrrolidin-1-yl]ethanone BrCC(=O)N1[C@@H](CCC1)C1=C(C(=CC=C1)OC)Cl